C(#N)C(C)(C)NC(=O)C1=CN=C2N1N=C(C=C2NC)NC2=CC(=CC=C2)C2=NC=C(C=C2)C=O N-(1-cyano-1-methylethyl)-6-{[3-(5-formylpyridin-2-yl)phenyl]amino}-8-(methylamino)imidazo[1,2-b]pyridazine-3-carboxamide